N-[[4-[(3-hydroxyazetidin-1-yl)methyl]-1-[4-(trifluoromethoxy)phenyl]pyrazolo[3,4-b]pyridin-3-yl]methyl]prop-2-enamide OC1CN(C1)CC1=C2C(=NC=C1)N(N=C2CNC(C=C)=O)C2=CC=C(C=C2)OC(F)(F)F